Cl.ClCC=1N=NN(C1)C 4-(Chloromethyl)-1-methyl-triazole hydrochloride